FC1(CCNCC1)C=1C=CC(=NC1)C(F)(F)F 5-(4-Fluoropiperidin-4-yl)-2-(trifluoromethyl)pyridine